C(CCCCCCCCCCCCC)[NH2+]CCCCCCCCCCCCCC bistetradecylammonium